(2R,4S)-N2-(5-((+)-1-amino-3-cyclopropyl-1-(pyridin-4-yl)propyl)-2-fluorophenyl)-N1-(5-chloropyridin-2-yl)-4-cyclopropyl-4-hydroxypyrrolidine-1,2-dicarboxamide NC(CCC1CC1)(C1=CC=NC=C1)C=1C=CC(=C(C1)NC(=O)[C@@H]1N(C[C@@](C1)(O)C1CC1)C(=O)NC1=NC=C(C=C1)Cl)F